1-{[2-(1H-imidazol-2-yl)-5-(trifluoromethyl)-1H-benzimidazol-1-yl]methyl}-4-propylpyrrolidin-2-one N1C(=NC=C1)C1=NC2=C(N1CN1C(CC(C1)CCC)=O)C=CC(=C2)C(F)(F)F